amino(4-((dimethylamino)methyl)phenyl(oxo)-λ6-sulfaneylidene)-2-(4,6-diisopropyl-1,3-dihydroisobenzofuran-5-yl)acetamide NNC(C(C=1C(=C2COCC2=CC1C(C)C)C(C)C)=S(=O)C1=CC=C(C=C1)CN(C)C)=O